BrC1=C(C(=CC=C1)C(F)(F)F)Cl 1-bromo-2-chloro-3-(trifluoromethyl)benzene